aminohexyl-acrylamide NCCCCCCC(C(=O)N)=C